FC(C(=O)O)(F)F.N1CCC(CC1)SC1=NC=C(C=O)C=C1 6-(piperidin-4-ylsulfanyl)nicotinaldehyde trifluoroacetate salt